FC1(CN(CC[C@H]1NC1=NN2C(C(=N1)OC)=C(C=C2)C=2C=CC1=C(N(N=N1)[C@H](C(F)(F)F)C)C2)C(C)=O)F 1-((R)-3,3-difluoro-4-((4-methoxy-5-(1-((S)-1,1,1-trifluoropropan-2-yl)-1H-benzo[d][1,2,3]triazol-6-yl)pyrrolo[2,1-f][1,2,4]triazin-2-yl)amino)piperidin-1-yl)ethan-1-one